O.C1(=CC=CC=C1)S(=O)(=O)O benzenesulfonate hydrate